3-(N,N-dimethylamino)-1-Propyllithium CN(C)CCC[Li]